C(C1=CC=CC=C1)OC1=CC2=C(C3=C(CCN(CC3)C(=O)OC(C)(C)C)S2)C=C1 tert-butyl 8-(benzyloxy)-1,2,4,5-tetrahydro-3H-benzo[4,5]thieno[2,3-d]azepine-3-carboxylate